N-(2-cyclopropyl-4-methyl-5-oxo-5,6,7,8-tetrahydro-4H-pyrazolo[1,5-a][1,3]diazepin-6-yl)-1-((6-methylpyridin-2-yl)methyl)-1H-1,2,4-triazole-3-carboxamide C1(CC1)C1=NN2C(N(C(C(CC2)NC(=O)C2=NN(C=N2)CC2=NC(=CC=C2)C)=O)C)=C1